C=C(C(=O)OCC(OCC(Cl)(Cl)Cl)=O)CC(=O)[O-] 1-(2-oxo-2-(2,2,2-trichloroethoxy)ethyl) 2-methylenesuccinate